(S)-N6-((1-((3-chloro-4-fluorophenyl)sulfonyl)piperidin-4-yl)methyl)-N6-propyl-4,5,6,7-tetrahydrobenzo[d]thiazole-2,6-diamine hydrochloride Cl.ClC=1C=C(C=CC1F)S(=O)(=O)N1CCC(CC1)CN([C@@H]1CC2=C(N=C(S2)N)CC1)CCC